C[C@@H]1OC[C@H](N(C1)CCN1C(C(=C(C2=CC=CN=C12)O)C(=O)NC1CCC(CC1)C)=O)C 1-(2-((2S,5R)-2,5-dimethylmorpholino)ethyl)-4-hydroxy-N-((1s,4S)-4-methylcyclohexyl)-2-oxo-1,2-dihydro-1,8-naphthyridine-3-carboxamide